C(C1=CC=CC=C1)OC(NC1=C(C=C(C=C1)C=O)O)=O (4-FORMYL-2-HYDROXY-PHENYL)-CARBAMIC ACID BENZYL ESTER